5-chloro-2-methyl-3-(2-(trifluoromethyl)-1H-benzo[d]imidazol-5-yl)-3H-imidazo[4,5-b]pyridine ClC1=CC=C2C(=N1)N(C(=N2)C)C2=CC1=C(NC(=N1)C(F)(F)F)C=C2